COC1=CC=C(C=C1)C1(CCCCC1)C(=O)N 1-(4-methoxyphenyl)cyclohexanecarboxamide